(rac)-tert-Butyl-2-(5,6-diaminopyridin-2-yl)-4-hydroxy-4-(trifluoromethyl)-piperidine-1-carboxylate C(C)(C)(C)OC(=O)N1C(CC(CC1)(C(F)(F)F)O)C1=NC(=C(C=C1)N)N